ClC=1N=CC2=C(N1)N=CS2 5-chlorothiazolo[4,5-d]pyrimidine